6-chloro-4-methylheptyl propyloxymethyl ether C(CC)OCOCCCC(CC(C)Cl)C